4-(2-((tert-butyldimethylsilyl)oxy)ethoxy)-2-isopropylpyridin [Si](C)(C)(C(C)(C)C)OCCOC1=CC(=NC=C1)C(C)C